1-ethyl-4H-pyrimido[4,5-d][1,3]Oxazine C(C)N1COCC2=C1N=CN=C2